FC(C1=CC=C(C=C1)C(C#C)=O)(F)F 1-(4-(trifluoromethyl)phenyl)prop-2-yn-1-one